tert-butyl (3S,4S)-4-(1-(3-chlorobenzyl)cyclopropane-1-carboxamido)-3-methylpiperidine-1-carboxylate ClC=1C=C(CC2(CC2)C(=O)N[C@@H]2[C@H](CN(CC2)C(=O)OC(C)(C)C)C)C=CC1